Boc-morpholinone C(=O)(OC(C)(C)C)N1C(COCC1)=O